(M)-6-Fluoro-7-(2-fluoro-6-hydroxy-phenyl)-1-(2-isopropyl-4-methyl-3-pyridyl)-4-(2,2,6,6-tetradeuterio-4-prop-2-enoyl-piperazin-1-yl)pyrido[2,3-d]pyrimidin-2-one FC1=CC2=C(N(C(N=C2N2C(CN(CC2([2H])[2H])C(C=C)=O)([2H])[2H])=O)C=2C(=NC=CC2C)C(C)C)N=C1C1=C(C=CC=C1O)F